(R)-(6-cyclopropylpyrazolo[1,5-a]pyridin-3-yl)(4-(7-fluoropyrazolo[1,5-a]pyridin-2-yl)-6,7-dihydro-1H-imidazo[4,5-c]pyridin-5(4H)-yl)methanone C1(CC1)C=1C=CC=2N(C1)N=CC2C(=O)N2[C@H](C1=C(CC2)NC=N1)C1=NN2C(C=CC=C2F)=C1